octane-8-carboxylic acid-2-methylpropan-2-yl ester CC(C)(C)OC(=O)CCCCCCCC